CC=1C=C2C(C=C(OC2=C(C1)C(C)NC1=NC=CC(=C1)C(=O)O)C1=CC2=CN(N=C2C=C1)C)=O [1-[6-methyl-2-(2-methylindazol-5-yl)-4-oxo-chromen-8-yl]ethylamino]pyridine-4-carboxylic acid